C(C)(=O)NC([C@@H](N)C)=O N-acetyl-alaninamide